Tert-Butyl 4-(6-fluoro-4-methyl-2,3-dioxo-3,4-dihydroquinoxalin-1(2H)-yl)piperidine-1-carboxylate FC=1C=C2N(C(C(N(C2=CC1)C1CCN(CC1)C(=O)OC(C)(C)C)=O)=O)C